(Z)-non-2-en-1-yl 8-((7-((4,4-bis(((Z)-oct-5-en-1-yl)oxy)butanoyl)oxy)heptyl)(3-hydroxypropyl)amino)octanoate C(CCC\C=C/CC)OC(CCC(=O)OCCCCCCCN(CCCCCCCC(=O)OC\C=C/CCCCCC)CCCO)OCCCC\C=C/CC